C[Si](CCOCN1C=CC2=C1N=CN=C2C=2C=NN(C2)[C@H](CC#N)C)(C)C (S)-3-(4-(7-((2-(trimethylsilyl)ethoxy)methyl)-7H-pyrrolo[2,3-d]pyrimidin-4-yl)-1H-pyrazol-1-yl)butyronitrile